O=C1C(=NC=C2N1[C@@H](CC2)C(=O)NCC2=CC1=C(CN(C1)C(=O)OC(C)(C)C)S2)N[C@H](CCC)C2=CC=CC=C2 tert-butyl 2-(((S)-4-oxo-3-(((R)-1-phenylbutyl)amino)-4,6,7,8-tetrahydropyrrolo[1,2-a]pyrazine-6-carboxamido)methyl)-4,6-dihydro-5H-thieno[2,3-c]pyrrole-5-carboxylate